COCC(C1=CC=CC=C1)NC=1C2=C(N=CN1)C=CC(=N2)N([C@@H]2CN(CC2)C(=O)OC(C)(C)C)C tert-butyl (3S)-3-[[4-[(2-methoxy-1-phenyl-ethyl)amino]pyrido[3,2-d]pyrimidin-6-yl]-methyl-amino]pyrrolidine-1-carboxylate